NC1=C(C(=NC=N1)C=1C=NN(C1)[C@@H](C(=O)O)C1=CC=C(C=C1)C(F)(F)F)C1=CC=C(C=C1)Cl (2R)-{4-[6-Amino-5-(p-chlorophenyl)-4-pyrimidinyl]-1H-pyrazol-1-yl}[p-(trifluoromethyl)phenyl]acetic acid